NC=1CN(ON1)O 4-amino-N-hydroxy-1,2,5-oxadiazole